BrC1=CC=C2C(=CC(=NC2=C1)NN1C(C(=C(C1=O)C)C)=O)CN1CCN(CC1)C(=O)C1=CC=C(C=C1)OC 1-{[7-bromo-4-({4-[(4-methoxyphenyl)carbonyl]piperazinyl}methyl)(2-quinolyl)]amino}-3,4-dimethylazoline-2,5-dione